2-fluoro-N-(6-(3-methylthiophene-2-yl)imidazo[1,2-a]pyridin-2-yl)cyclopropane-1-carboxamide FC1C(C1)C(=O)NC=1N=C2N(C=C(C=C2)C=2SC=CC2C)C1